3-(6-bromo-3-cyanopyrazolo[1,5-a]pyridin-4-yl)azetidine-1-carboxylic acid tert-butyl ester C(C)(C)(C)OC(=O)N1CC(C1)C=1C=2N(C=C(C1)Br)N=CC2C#N